2-amino-3-(4-aminopyridin-2-yl)propanoic acid NC(C(=O)O)CC1=NC=CC(=C1)N